C(CCC)C1=C(C=C(C=C1F)C#CC1=CC=C(C=C1)C1=CC(=C(C(=C1)F)N=C=S)F)F 2-Butyl-5-[2-[4-(3,5-difluoro-4-isothiocyanato-phenyl)phenyl]ethynyl]-1,3-difluoro-benzene